CC1(OB(OC1(C)C)C=1C=NNC1)C 4-(4,4,5,5-tetramethyl-1,3,2-dioxaborolane-2-yl)-1H-pyrazole